2-fluoro-N-methyl-ethanamine FCCNC